CC(=O)N[C@@H](CCC[NH3+])C(=O)[O-] N-alpha-acetylornithine